3-((tert-butyloxycarbonyl)(isopropyl)amino)-2-(4-chlorophenyl)propanoic acid C(C)(C)(C)OC(=O)N(CC(C(=O)O)C1=CC=C(C=C1)Cl)C(C)C